1,4,5,8,9,12-hexazatriphenylene N1=CC=NC=2C3=NC=CN=C3C3=NC=CN=C3C12